C(C)(C)(C)OC(=O)N1C(C2=C(C=CC(=C2C1)C=1C=NN2C1C=CC(=C2)C)N)=O 7-Amino-4-(6-methylpyrazolo[1,5-a]pyridin-3-yl)-1-oxoisoindoline-2-carboxylic acid tert-butyl ester